benzyl (3S,5R)-4-(2-((3-(1-(3-ethoxy-3-oxopropyl)ureido)-1-methyl-1H-indazol-7-yl)oxy)ethyl)-3,5-dimethylpiperazine-1-carboxylate C(C)OC(CCN(C(=O)N)C1=NN(C2=C(C=CC=C12)OCCN1[C@H](CN(C[C@H]1C)C(=O)OCC1=CC=CC=C1)C)C)=O